5-(4-((2-(3-ethylureido)thiazol-5-yl)methyl)piperidin-1-yl)-6-fluoro-N-methylpicolinamide C(C)NC(NC=1SC(=CN1)CC1CCN(CC1)C=1C=CC(=NC1F)C(=O)NC)=O